3-{[3-fluoro-4-(piperazin-1-yl)phenyl]amino}piperidine FC=1C=C(C=CC1N1CCNCC1)NC1CNCCC1